monoethyl-hexyl-phthalic acid C(C)C=1C(=C(C(C(=O)O)=CC1)C(=O)O)CCCCCC